(S)-[1,4'-bipiperidin]-3-yl((S)-2-(2-hydroxyphenyl)-6a,7,9,10-tetrahydro-5H-pyrazino[1',2':4,5]pyrazino[2,3-c]pyridazin-8(6H)-yl)methanone N1(C[C@H](CCC1)C(=O)N1C[C@H]2N(C=3C(=NN=C(C3)C3=C(C=CC=C3)O)NC2)CC1)C1CCNCC1